C(N)(=O)C=1C=CC(=C2C=CNC12)C(C)C1CN(C1)C(=O)OC(C)(C)C tert-Butyl 3-(1-(7-carbamoyl-1H-indol-4-yl)ethyl)azetidine-1-carboxylate